N-((3R,4R)-3-fluoro-1-(oxetan-3-yl)piperidin-4-yl)-4-methoxy-5-(1-((S)-1,1,1-trifluoropropan-2-yl)-1H-benzo[d][1,2,3]triazol-6-yl)pyrrolo[2,1-f][1,2,4]triazin-2-amine F[C@@H]1CN(CC[C@H]1NC1=NN2C(C(=N1)OC)=C(C=C2)C=2C=CC1=C(N(N=N1)[C@H](C(F)(F)F)C)C2)C2COC2